1-benzyl-6-(benzylamino)-3,5-diphenyl-3,5-dihydroimidazo[4,5-c][1,2]thiazine-4(1H)-one C(C1=CC=CC=C1)N1SC(C(C2=C1N=C(N2C2=CC=CC=C2)NCC2=CC=CC=C2)=O)C2=CC=CC=C2